NC1=C(C(=NC(=N1)S)O)/N=C/C1=NC2=CC=CC=C2C=C1 (E)-6-amino-2-mercapto-5-((quinolin-2-ylmethylene)amino)pyrimidin-4-ol